Cl.Cl.FC=1C=C(C=NC1)[C@@H](O)[C@@H]1N[C@@H](CC1)CC1=CC=C(C=C1)OC (R)-(5-Fluoropyridin-3-yl)((2R,5S)-5-(4-methoxybenzyl)pyrrolidin-2-yl)methanol dihydrochloride